CC1=CC=C(C=N1)N1C=NC(=C1)C(=O)OCC Ethyl 1-(6-methyl-3-pyridyl)imidazole-4-carboxylate